O=C1NC(CCC1N1C(C2=C(C=C(C=C2C1)CN1CCN(CC1)C1=CC=C(C=C1)N1N=C2C(=CC=CC2=C1)C(=O)N)F)=O)=O 2-(4-(4-((2-(2,6-dioxopiperidin-3-yl)-7-fluoro-1-oxoisoindolin-5-yl)methyl)piperazin-1-yl)phenyl)-2H-indazole-7-carboxamide